(S)-2-(chloromethyl)-1-(oxetan-2-ylmethyl)-4-propoxy-1H-benzo[d]imidazole-6-carboxylic acid methyl ester COC(=O)C=1C=C(C2=C(N(C(=N2)CCl)C[C@H]2OCC2)C1)OCCC